COC=1C(=C2C=NNC2=CC1)B1OC(C(O1)(C)C)(C)C 5-methoxy-4-(4,4,5,5-tetramethyl-1,3,2-dioxaborolan-2-yl)-1H-indazole